[Cl-].C[N+](CCOCCOC1=CC=C(C=C1)C(CC(C)(C)C)(C)C)(C)C trimethyl-2-{2-[4-(1,1,3,3-tetramethylbutyl)phenoxy]ethoxy}ethylammonium chloride